C(OC=1C(=NC=CC1OC)C(N[C@H](C(=O)NC(=C(C1=CC(=CC=C1)C1CC1)C1=CC(=CC=C1)C1CC1)C)C)=O)(OCC(C)C)=O (S)-2-((1-((1,1-bis(3-cyclopropylphenyl)prop-1-en-2-yl)amino)-1-oxopropan-2-yl)carbamoyl)-4-methoxypyridin-3-yl isobutyl carbonate